O=C1NC(CCC1N1C(N(C2=C1C=CC=C2COC2CCN(CC2)C(=O)OC(C)(C)C)C)=O)=O tert-butyl 4-[[1-(2,6-dioxo-3-piperidyl)-3-methyl-2-oxo-benzimidazol-4-yl] methoxy]piperidine-1-carboxylate